ClC1=NC=C(C(=O)NC)C(=C1)NC1=C(C2=C(C=N1)C=NN2CC(C)(F)F)OC 6-Chloro-4-((1-(2,2-difluoropropyl)-7-methoxy-1H-pyrazolo[4,3-c]pyridin-6-yl)amino)-N-methylnicotinamide